O=C1C[C@@H]2[C@@H](CN(C2)C(=O)OC(C)(C)C)C1 Tert-butyl (3aR,6aS)-5-oxohexahydrocyclopenta[c]pyrrole-2(1H)-carboxylate